4-fluoro-1-[3-(2-methylpyridin-3-yl)propanoyl]-N-{phenyl[4-(propan-2-yl)phenyl]methyl}pyrrolidine-2-carboxamide FC1CC(N(C1)C(CCC=1C(=NC=CC1)C)=O)C(=O)NC(C1=CC=C(C=C1)C(C)C)C1=CC=CC=C1